((2-Ethyl-6-methoxy-1,2,3,4-tetrahydroisoquinolin-7-yl)amino)-5-((2-(tetrahydro-2H-pyran-2-yl)phenyl)amino)-1,2,4-triazine-6-carboxamide C(C)N1CC2=CC(=C(C=C2CC1)OC)NC=1N=NC(=C(N1)NC1=C(C=CC=C1)C1OCCCC1)C(=O)N